F[C@H]1[C@H](C2=C(N(N=C2C(F)(F)F)CC2CS(C2)(=O)=O)C1)O 3-{[(4S,5R)-5-fluoro-4-hydroxy-3-(trifluoromethyl)-1H,4H,5H,6H-cyclopenta[c]pyrazol-1-yl]methyl}-1λ6-thietane-1,1-dione